1-methyl-3-butylimidazolebis-salicylic acid tert-butyl-3-[(1-benzyl-1,2,3,6-tetrahydropyridin-4-yl)oxy]azetidine-1-carboxylate C(C)(C)(C)OC(=O)N1CC(C1)OC=1CCN(CC1)CC1=CC=CC=C1.CN1C(N(C(=C1)C=1C=CC=C(C1C(=O)O)O)CCCC)C=1C=CC=C(C1C(=O)O)O